3-({4-[4-(2,3-Dihydro-benzo[1,4]dioxin-5-yl)-2-methoxy-phenylamino]-benzylamino}-methyl)-morpholin O1CCOC2=C1C=CC=C2C2=CC(=C(C=C2)NC2=CC=C(CNCC1NCCOC1)C=C2)OC